3-(5-(4-(((furan-3-ylmethyl)(methyl)amino)methyl)pyridin-2-yl)-1-oxoisoindolin-2-yl)piperidine-2,6-dione O1C=C(C=C1)CN(C)CC1=CC(=NC=C1)C=1C=C2CN(C(C2=CC1)=O)C1C(NC(CC1)=O)=O